1-Bromo-10,10-dimethylanthrone BrC1=CC=CC=2C(C3=CC=CC=C3C(C12)=O)(C)C